1-(6-(4-Cyano-2-hydroxy-6-methylphenyl)-3-hydroxypyrazin-2-yl)-3-((3R,5S)-5-hydroxypiperidin-3-yl)thiourea C(#N)C1=CC(=C(C(=C1)C)C1=CN=C(C(=N1)NC(=S)N[C@H]1CNC[C@H](C1)O)O)O